1-((5aS,6R,11bR)-14-(cyclopropylmethyl)-5a,10-dihydroxy-1,2,5,5a,6,7-hexahydro-6,11b-(epiminoethano)naphtho[1,2-d]azepin-3(4H)-yl)-2-(3-methoxypyridin-2-yl)ethan-1-one C1(CC1)CN1CC[C@]23CCN(CC[C@]2([C@H]1CC1=CC=C(C=C13)O)O)C(CC1=NC=CC=C1OC)=O